2-amino-4-chloropyrimidine-5-carbonitrile NC1=NC=C(C(=N1)Cl)C#N